C1(=CC=CC=C1)CCCC1=NOC(=N1)[C@H]1N(C[C@@H](C1)OC(C)(C)C)S(=O)(=O)C1CCCCC1 3-(3-Phenylpropyl)-5-[(2S,4R)-4-tert-butoxy-1-cyclohexylsulfonyl-pyrrolidin-2-yl]-1,2,4-oxadiazole